OCC1=C(N=NN1C)C1=CC=C(C(=N1)C)O[C@H]1C[C@@H](COC1)C(=O)OC |r| (±)-methyl trans-5-((6-(5-(hydroxymethyl)-1-methyl-1H-1,2,3-triazol-4-yl)-2-methylpyridin-3-yl)oxy)tetrahydro-2H-pyran-3-carboxylate